CSC1=NC=CC(=N1)C1=CC=C2CN(C(C2=C1)=O)C(=O)OC(C)(C)C tert-butyl 6-(2-(methylthio) pyrimidin-4-yl)-1-oxoisoindoline-2-carboxylate